(3-aminophenyl)(2-(methylsulfonyl)phenyl)methanol NC=1C=C(C=CC1)C(O)C1=C(C=CC=C1)S(=O)(=O)C